1,3,5-tris(5-isocyanatopentyl)-1,3,5-triazine-2,4,6-trione N(=C=O)CCCCCN1C(N(C(N(C1=O)CCCCCN=C=O)=O)CCCCCN=C=O)=O